2-(7-((2S,5R)-2,5-diethyl-4-(1-(3-methyl-3H-imidazo[4,5-b]pyridin-6-yl)ethyl)piperazin-1-yl)-4-methyl-5-oxo-4,5-dihydro-2H-pyrazolo[4,3-b]pyridin-2-yl)acetonitrile C(C)[C@@H]1N(C[C@H](N(C1)C(C)C=1C=C2C(=NC1)N(C=N2)C)CC)C=2C=1C(N(C(C2)=O)C)=CN(N1)CC#N